C1(=CC=CC=C1)N(C1(CCN(CC1)CCC1=CNC2=CC=CC=C12)C(=O)OC1CN2CCC1CC2)C(CC)=O (quinuclidin-3-yl) 4-[phenyl(propanoyl)amino]-1-[2-(indol-3-yl)ethyl]piperidine-4-carboxylate